2,6-dibromophenylmethylhydrazine BrC1=C(C(=CC=C1)Br)CNN